BrC=1C(=C2C(=NC1)NC(=N2)C2=CC=C(C=C2)N2CCC(CC2)CCOCC)NC2CCN(CC2)C 6-Bromo-2-{4-[4-(2-ethoxyethyl)piperidin-1-yl]phenyl}-N-(1-methylpiperidin-4-yl)-3H-imidazo[4,5-b]pyridin-7-amine